C(C)(C)(C)NC(C(C)NC=1C2=C(N=C(N1)C1=NC=CC=C1)SC=C2C2=CC=CC=C2)=O N-tert-butyl-2-{[5-phenyl-2-(pyridin-2-yl)thieno[2,3-d]pyrimidin-4-yl]amino}propanamide